N-(1-(6-(6-(Difluoromethyl)imidazo[1,2-b]pyridazin-3-yl)pyrimidin-4-yl)piperidin-3-yl)-N-methylmethanesulfonamide FC(C=1C=CC=2N(N1)C(=CN2)C2=CC(=NC=N2)N2CC(CCC2)N(S(=O)(=O)C)C)F